2,3,4,5,6-pentafluorophenyl-2-thiophenesulfonic acid FC1=C(C(=C(C(=C1F)F)F)F)C1=C(SC=C1)S(=O)(=O)O